OC12CC3(CC(CC(C1)C3)C2)CN2C(C(=CC=C2)NC([C@H](CC/C=C/C(=O)OC)NC(=O)C=2OC3=C(C2C)C=CC=C3)=O)=O (6S,E)-methyl 7-(1-((3-hydroxy-1-adamantyl)methyl)-2-oxo-1,2-dihydropyridin-3-ylamino)-6-(3-methylbenzofuran-2-carboxamido)-7-oxohept-2-enoate